COC1=C(C=CC=C1)[Se][Se]C1=C(C=CC=C1)OC Di(o-methoxyphenyl) diselenide